C(C)(C)(C)OC(N(CCC1=C(C=C(C(=C1)OC)S(=O)(=N)C)OC)CC1=CC(=CC(=C1)C)Cl)=O tert-butyl(3-chloro-5-methylbenzyl)(2,5-dimethoxy-4-(S-methylsulfonimidoyl)-phenethyl)carbamate